tert-butyl (4S)-4-methyl-2,4,6,7-tetrahydropyrazolo[4,3-c]pyridine-5-carboxylate C[C@@H]1N(CCC=2C1=CNN2)C(=O)OC(C)(C)C